FC(F)C=1C(=NC=CC1)N(CC1=CC=C(C=C1)OC)CC1=CC=C(C=C1)OC (difluoromethyl)-N,N-bis(4-methoxybenzyl)pyridin-2-amine